C(=O)(OC(C)(C)C)N(C1=NC(=CN=C1)B1OC(C(O1)(C)C)(C)C)C(=O)OC(C)(C)C N,N-Bis-Boc-6-(4,4,5,5-tetramethyl-1,3,2-dioxaborolan-2-yl)pyrazin-2-amine